CC=1C=CC=2N(C3=CC=C(C=C3C2C1)C)C1=CC=C(C=C1)C1=C(C(=C(C(=C1C=1C=NC=CC1)C1=CC(=NC(=C1)C1=CC=CC=C1)C1=CC=CC=C1)C#N)C1=CC=C(C=C1)N1C2=CC=C(C=C2C=2C=C(C=CC12)C)C)C1=CC(=NC(=C1)C1=CC=CC=C1)C1=CC=CC=C1 4,4''-bis(3,6-dimethyl-9H-carbazol-9-yl)-2',5'-bis(2,6-diphenylpyridin-4-yl)-6'-(pyridin-3-yl)-[1,1':3',1''-terphenyl]-4'-carbonitrile